N-((5-(2-((7-fluoro-6-methoxy-2-methylquinazolin-4-yl)thio)acetyl)thiophen-2-yl)methyl)-2-hydroxyacetamide FC1=C(C=C2C(=NC(=NC2=C1)C)SCC(=O)C1=CC=C(S1)CNC(CO)=O)OC